ClC1=CC=C2C(=CNC2=C1)S(=O)(=O)NC1=NC=C(C(=N1)OC)SC(F)F 6-chloro-N-[5-(difluoromethylthio)-4-methoxy-pyrimidin-2-yl]-1H-indole-3-sulfonamide